8-[(3R)-4-[(5-fluoropyridin-2-yl)(4-methylphenyl)methyl]-3-methylpiperazin-1-yl]-5-methyl-6-oxo-5,6-dihydro-1,5-naphthyridine-2,7-dicarbonitrile FC=1C=CC(=NC1)C(N1[C@@H](CN(CC1)C1=C(C(N(C=2C=CC(=NC12)C#N)C)=O)C#N)C)C1=CC=C(C=C1)C